(2,4,6-trimethylbenzoyl) phenylphosphinate ethyl-(2,4,6-trimethylbenzoyl)phenylphosphinate C(C)OP(=O)(C1=CC=CC=C1)C(C1=C(C=C(C=C1C)C)C)=O.C1(=CC=CC=C1)P(OC(C1=C(C=C(C=C1C)C)C)=O)=O